trans-4-[(6-cyanopyrrolo[3,2-b]pyridin-1-yl)methyl]cyclohexanecarboxylic acid C(#N)C=1C=C2C(=NC1)C=CN2C[C@@H]2CC[C@H](CC2)C(=O)O